C1(CC1)C=1C=CN(CN1)C[C@@H]1CCN(CC12CCCC2)C(=O)N2[C@@H](C[C@@H](CC2)NCC(F)F)C2=C(C=CC(=C2)F)F 6-Cyclopropyl-3-(((R)-7-((2S,4R)-4-((2,2-difluoroethyl)amino)-2-(2,5-difluorophenyl)piperidine-1-carbonyl)-7-azaspiro[4.5]decan-10-yl)methyl)pyrimidin